3-(bis(3-aminopropyl)amino)propan-1-ol NCCCN(CCCO)CCCN